benzylamino-pregn-5-en C(C1=CC=CC=C1)NCC[C@H]1CC[C@H]2[C@@H]3CC=C4CCCC[C@]4(C)[C@H]3CC[C@]12C